magnesium naphthalenetricarboxylate C1(=C(C(=CC2=CC=CC=C12)C(=O)[O-])C(=O)[O-])C(=O)[O-].[Mg+2].C1(=C(C(=CC2=CC=CC=C12)C(=O)[O-])C(=O)[O-])C(=O)[O-].[Mg+2].[Mg+2]